(1S,3S)-3-(4-(5-chloro-3-(((cyclopentyl(methyl)carbamoyl)oxy)methyl)thiophen-2-yl)phenoxy)cyclohexane-1-carboxylic acid ClC1=CC(=C(S1)C1=CC=C(O[C@@H]2C[C@H](CCC2)C(=O)O)C=C1)COC(N(C)C1CCCC1)=O